C(O)(O)=O.BrC(C(C1=C(C(=C(O)C(=C1Br)Br)Br)Br)(COC1=CC=CC=C1)C1=CC=C(C=C1)O)(Br)Br tribromophenoxytetrabromobisphenol A carbonate